C(C)N(C=O)CC diethylformamide